2-cyclopentenyl-magnesium chloride C1(C=CCC1)[Mg]Cl